CC1=CC=C(COC(=O)N2CC([C@H](CC2)CNC2=NC=C3C(=N2)NN=C3)(F)F)C=C1 (+)-R-4-methylbenzyl-4-((1H-pyrazolo[3,4-d]pyrimidin-6-ylamino)methyl)-3,3-difluoropiperidine-1-carboxylate